N-[[4-[[(2-pyridinylmethyl)amino]methyl]phenyl]methyl]-N-(5,6,7,8-tetrahydro-8-quinolinyl)-(L)-lysinamide N1=C(C=CC=C1)CNCC1=CC=C(C=C1)CN(C([C@@H](N)CCCCN)=O)C1CCCC=2C=CC=NC12